1,1,1,3-tetrafluoro-2,3,3-trichloropropane FC(C(C(Cl)(Cl)F)Cl)(F)F